(-)-1-(6-chloropyridin-3-yl)-3-[(3S*,4R*)-4-(2,6-difluoro-4-methoxyphenyl)-1-(2-hydroxyethyl)-2-oxopyrrolidin-3-yl]urea ClC1=CC=C(C=N1)NC(=O)N[C@@H]1C(N(C[C@H]1C1=C(C=C(C=C1F)OC)F)CCO)=O |o1:11,15|